C1(CCCC1)NC(=O)C1=CC2=C(N=C(S2)N2CCN(C3(CC3)C2)C)C=C1 N-cyclopentyl-2-(4-methyl-4,7-diazaspiro[2.5]octane-7-yl)benzo[d]thiazole-6-carboxamide